ClC1=CC=C2C(=N1)[C@@](OC2=O)(C)CC |o1:7| (R or S)-2-Chloro-7-ethyl-7-methylfuro[3,4-b]pyridin-5(7H)-one